(3R,5R)-5-(3-((2-(methoxymethyl) pyrazolo[1,5-a]pyrazin-4-yl)amino)-1H-pyrazol-5-yl)tetrahydrofuran-3-yl 2,2-dimethylazetidine-1-carboxylate CC1(N(CC1)C(=O)O[C@H]1CO[C@H](C1)C1=CC(=NN1)NC=1C=2N(C=CN1)N=C(C2)COC)C